1-(tert-butyl) 3-ethyl 4-oxopyrrolidine-1,3-dicarboxylate O=C1C(CN(C1)C(=O)OC(C)(C)C)C(=O)OCC